(2-(2-(5-(carboxymethyl)-2-fluorophenoxy)ethoxy)ethylamino)-2-(hydroxymethyl)benzoic acid C(=O)(O)CC=1C=CC(=C(OCCOCCNC=2C(=C(C(=O)O)C=CC2)CO)C1)F